C(C)OC1=C(C=C(C=C1OC)CC(C)N)OC 1-(4-ethoxy-3,5-dimethoxyphenyl)propane-2-amine